ClC1C2N(CCCOC12)C=1C2=C(N=C(N1)Cl)C(=C(N=C2)Cl)F 8-Chloro-6-(2,7-dichloro-8-fluoropyrido[4,3-d]pyrimidin-4-yl)-2-oxa-6-azabicyclo[5.1.0]octane